(1-methylcyclopropane-1-carbonyl)-4-((2-methylthiazol-4-yl)methoxy)pyrrolidin CC1(CC1)C(=O)N1CCC(C1)OCC=1N=C(SC1)C